OC=1C(=CC2=CN(N=C2C1C)C)C=1N=CC2=C(N1)C=CN(C2=O)[C@@H]2[C@@H]1CN([C@H](C2)C1)C(=O)OC(C)(C)C tert-butyl (1S,4S,5S)-5-[2-(6-hydroxy-2,7-dimethyl-indazol-5-yl)-5-oxo-pyrido[4,3-d]pyrimidin-6-yl]-2-azabicyclo[2.2.1]heptane-2-carboxylate